N(=[N+]=[N-])CC(=O)N[C@@H]1C(OC(C)=O)O[C@@H]([C@H]([C@@H]1OC(C)=O)OC(C)=O)CO acetyl 2-(2-azidoacetylamino)-2-deoxy-3,4-di-O-acetyl-D-mannopyranoside